4-trifluoromethylphenylsilane FC(C1=CC=C(C=C1)[SiH3])(F)F